C(C1=CC=CC=C1)O[C@@](C(=O)NNC(OC(C)(C)C)=O)(CCCOC[C@H](C)O)C(F)(F)F tert-Butyl N-[[(2R)-2-benzyloxy-5-[(2S)-2-hydroxypropoxy]-2-(trifluoromethyl)pentanoyl]amino]carbamate